FC(CCC(=O)OC)(CCCNCC1(CC1)CO)F methyl 4,4-difluoro-7-(((1-(hydroxymethyl)cyclopropyl)methyl)amino)heptanoate